5-methyl-1,5-dihydro-4H-pyrazolo[3,4-d]Pyrimidin-4-one CN1C=NC2=C(C1=O)C=NN2